NC1=NNC2=CC=C(C(=C12)C)C1=C(C=C(C=C1)S(=O)(=O)N1CC(CC1)O)Cl 1-((4-(3-amino-4-methyl-1H-indazol-5-yl)-3-chlorophenyl)sulfonyl)pyrrolidin-3-ol